4-(acryloyloxy)butyric acid C(C=C)(=O)OCCCC(=O)O